2-{6-[(3R)-3-(cyclobutylamino)pyrrolidin-1-yl]pyridazin-3-yl}-4-fluoro-5-(2-methyl-1,3-oxazol-5-yl)phenol C1(CCC1)N[C@H]1CN(CC1)C1=CC=C(N=N1)C1=C(C=C(C(=C1)F)C1=CN=C(O1)C)O